C(CC(O)(C(=O)[O-])CC(=O)[O-])(=O)[O-].C(CC(O)(C(=O)[O-])CC(=O)[O-])(=O)[O-].[Mg+2].[Mg+2].[Mg+2] magnesium di-citrate